tert-butyl 3-(2-chloro-4-morpholinofuro[3,2-d]pyrimidin-6-yl)pyrrolidine-1-carboxylate ClC=1N=C(C2=C(N1)C=C(O2)C2CN(CC2)C(=O)OC(C)(C)C)N2CCOCC2